2-[4-(4-bromoindazol-2-yl)-3-hydroxy-butyl]isoindoline-1,3-dione BrC=1C2=CN(N=C2C=CC1)CC(CCN1C(C2=CC=CC=C2C1=O)=O)O